Cl.CNCC(CO)O 3-methylamino-1,2-propanediol hydrochloride